ClC1=CC=C(C=C1)C(C#N)CC(C1=CC=C(C=C1)C)=O 2-(4-chlorophenyl)-4-oxo-4-(p-tolyl)butyronitrile